ClC=1C=C(C=CC1Cl)C=1SC=C(N1)NC(=O)C=1C=NC=NC1 N-(2-(3,4-dichlorophenyl)thiazol-4-yl)pyrimidine-5-carboxamide